tricarbonyl-ruthenium (II) C(=O)=[Ru+2](=C=O)=C=O